ClC1=C(C[C@@H]2COC3=C(C=C(C=C3C2=O)CN2C(N(C=C2)C)=N)C=2C(=NN(C2)CC)C(F)(F)F)C=CC(=C1)F (R)-3-(2-chloro-4-fluorobenzyl)-8-(1-ethyl-3-(trifluoromethyl)-1H-pyrazol-4-yl)-6-((2-imino-3-methyl-2,3-dihydro-1H-imidazol-1-yl)methyl)chroman-4-one